O=C1NC(CC[C@H]1N1C(C2=CC=C(C=C2C1)NC(C1=NC=CC=C1)=O)=O)=O N-(2-((R)-2,6-dioxopiperidin-3-yl)-1-oxoisoindolin-5-yl)picolinamide